1'-(1,4'-Bipiperidin-1'-yl)-8'-chloro-4'H,6'H-spiro[1,3-dioxolan-2,5'-[1,2,4]triazolo[4,3-a][1]benzazepin] N1(CCCCC1)C1CCN(CC1)C1=NN=C2N1C1=C(CC3(C2)OCCO3)C=C(C=C1)Cl